C(C)(=O)NN=CC=1C=C(C(=O)NC2=CC=C(C=C2)N2CCCC2)C=C(C1O)F 3-((2-acetylhydrazono)methyl)-5-fluoro-4-hydroxy-N-(4-(pyrrolidin-1-yl)phenyl)benzamide